1,5-anhydro-3-(6-(4-carboxy-3-fluorobenzyl)-7,8-dimethyl-4-oxoquinazolin-3(4H)-yl)-2,3-dideoxy-L-threo-pentitol C(=O)(O)C1=C(C=C(CC=2C=C3C(N(C=NC3=C(C2C)C)[C@H]2CCOC[C@@H]2O)=O)C=C1)F